NC1=CC(=C(C=N1)N1C[C@@H](N(CC1)C(=O)C1=NC=C(C(=C1)OC)C1=CC=CC=C1)CO)C [(R)-4-(6-Amino-4-methyl-pyridin-3-yl)-2-hydroxymethyl-piperazin-1-yl]-(4-methoxy-5-phenyl-pyridin-2-yl)-methanone